NC\C=C(\CN1C2=NC=NC(=C2N(C1=O)C)C=1C=C(C=CC1)S(=O)(=O)NC1CC1)/F (Z)-3-(9-(4-amino-2-fluorobut-2-en-1-yl)-7-methyl-8-oxo-8,9-dihydro-7H-purin-6-yl)-N-cyclopropylbenzenesulfonamide